NC1=C(C(=NC(=C1Cl)N1NCC2=C(C=CC=C12)Cl)C(=O)O)Cl 4-amino-3,5-dichloro-6-(4-chloro-2H-indazol-1-yl)-pyridine-2-carboxylic acid